(2R)-2-(ethoxymethyl)-2-(hydroxymethyl)-4-methyl-quinuclidin-3-one C(C)OC[C@]1(N2CCC(C1=O)(CC2)C)CO